5-chloro-2-cyano-pyridine-3-yl 3-[4-(2-aminothiazol-4-yl)-1H-1,2,3-triazol-1-yl]-2-O-benzyl-3-deoxy-1-thio-α-D-galactopyranoside NC=1SC=C(N1)C=1N=NN(C1)[C@@H]1[C@H]([C@@H](SC=2C(=NC=C(C2)Cl)C#N)O[C@@H]([C@@H]1O)CO)OCC1=CC=CC=C1